O1C(CCCC1)CN1N=C2C(=CC=CC2=C1C(=O)NC1=CC(=NC=C1)S(N)(=O)=O)C(F)(F)F 2-(oxan-2-ylmethyl)-N-(2-sulfamoylpyridin-4-yl)-7-(trifluoromethyl)indazole-3-carboxamide